tert-butyl 2-[2-[2-[[(1S)-1-[(2S,4R)-4-hydroxy-2-[[4-(4-methylthiazol-5-yl)phenyl]methylcarbamoyl]pyrrolidine-1-carbonyl]-2,2-dimethyl-propyl]amino]-2-oxo-ethoxy]ethoxy]acetate O[C@@H]1C[C@H](N(C1)C(=O)[C@H](C(C)(C)C)NC(COCCOCC(=O)OC(C)(C)C)=O)C(NCC1=CC=C(C=C1)C1=C(N=CS1)C)=O